(1-methyl-5-(((tetrahydro-2H-pyran-2-yl)oxy)methyl)-1H-1,2,3-triazol-4-yl)phenol CN1N=NC(=C1COC1OCCCC1)C1=C(C=CC=C1)O